4-((3-chlorophenyl)amino)tetrahydrofuran-3-ol ClC=1C=C(C=CC1)NC1C(COC1)O